ClC1=C(C(=O)N2[C@@H](CCC2)C2=NC(C(=C3N2CCN(C3=O)CCS(=O)(=O)C3=CC=C(C#N)C=C3)O)=O)C(=CC=C1)Cl (S)-4-((2-(6-(1-(2,6-dichlorobenzoyl)pyrrolidin-2-yl)-9-hydroxy-1,8-dioxo-1,3,4,8-tetrahydro-2H-pyrazino[1,2-c]pyrimidin-2-yl)ethyl)sulfonyl)benzonitrile